C(N)(OC=1C=2N(C=C(N1)CO)C1=C(N2)C=CC=C1)=O (3-(hydroxymethyl) benzo[4,5]imidazo[1,2-a]pyrazin-1-yl) carbamate